SC1NC2(C(N1)=O)CCNCC2 2-sulfanyl-1,3,8-triazaspiro[4.5]decan-4-one